FC1=CC=C(C=C1)N1CC=2C(=NC=CC2C1=O)C1=C(C=NC=C1)OC 2-(4-fluorophenyl)-4-(3-methoxypyridin-4-yl)-2,3-dihydro-1H-pyrrolo[3,4-c]pyridin-1-one